(2-fluoro-5-hydroxyphenyl)(6-(5-(2-methoxypyridin-3-yl)-3-(trifluoromethyl)-1H-pyrazol-1-yl)-2-azaspiro[3.3]heptan-2-yl)methanone FC1=C(C=C(C=C1)O)C(=O)N1CC2(C1)CC(C2)N2N=C(C=C2C=2C(=NC=CC2)OC)C(F)(F)F